24(R/S),25-epoxycholesterol CC1(C)[C@@H](CC[C@@H](C)[C@H]2CC[C@H]3[C@@H]4CC=C5C[C@@H](O)CC[C@]5(C)[C@H]4CC[C@]23C)O1 |&1:3|